2,4,6-octatriene-1-carboxylic acid C(C=CC=CC=CC)C(=O)O